C12(CC(C1)C2)C2=C(C(=NC(=N2)N2C[C@@H](O[C@@H](C2)C)C=2C=NN(C2)C2CC2)N)[N+](=O)[O-] 6-(1-bicyclo[1.1.1]pentanyl)-2-[(2S,6R)-2-(1-cyclopropylpyrazol-4-yl)-6-methyl-morpholin-4-yl]-5-nitro-pyrimidin-4-amine